C(C)(C)(C)OC(=O)N1CC2=CC=C(C=C2CC1)C=1C=NC=CC1 6-(pyridin-3-yl)-3,4-dihydroisoquinoline-2(1H)-carboxylic acid tert-butyl ester